4,6-dichloro-1-(2-fluoro-4-methoxy-phenyl)pyrazolo[3,4-d]pyrimidine ClC1=C2C(=NC(=N1)Cl)N(N=C2)C2=C(C=C(C=C2)OC)F